N-beta-hydroxybutyryl-leucine OC(CC(=O)N[C@@H](CC(C)C)C(=O)O)C